2-(6-(2-((1-(Cyclopropylsulfonyl)piperidin-4-yl)amino)-5-fluoropyrimidin-4-yl)-8-fluoroquinolin-4-yl)propan-2-ol C1(CC1)S(=O)(=O)N1CCC(CC1)NC1=NC=C(C(=N1)C=1C=C2C(=CC=NC2=C(C1)F)C(C)(C)O)F